N[C@H](CC1=C(C2=C(N=C(N=C2NCC2=C(C=CC=C2)F)Cl)N1C)F)C 6-[(2S)-2-aminopropyl]-2-chloro-5-fluoro-N-[(2-fluorophenyl)methyl]-7-methyl-7H-pyrrolo[2,3-d]pyrimidin-4-amine